C(#N)N1[C@H](C[C@H](C1)OC)C(=O)N(C1=CC=C(C=C1)S(F)(F)(F)(F)F)C(C(=O)N1CC2(COC2)C1)C=1C=NC=CC1 (2R,4R)-1-cyano-4-methoxy-N-[2-(2-oxa-6-azaspiro[3.3]heptan-6-yl)-2-oxo-1-(3-pyridyl)ethyl]-N-[4-(pentafluoro-λ6-sulfanyl)phenyl]pyrrolidine-2-carboxamide